COC(OC)=O.C1(OCCO1)=O ethylene carbonate dimethyl-carbonate